FC1=C(C(=O)N2CC(CCC2)C(=O)NC2=CC(=C(C=C2)C)C(F)(F)F)C(=CC=C1)C 1-(2-fluoro-6-methyl-benzoyl)-N-[4-methyl-3-(trifluoromethyl)phenyl]Piperidine-3-carboxamide